[3-(1H-imidazol-2-yl)tetrahydrofuran-3-yl]amine N1C(=NC=C1)C1(COCC1)N